C(C=C)(=O)NC1=CC=C(C=C1)C1=NN2N=CN=C(C2=C1C1=CC(=C(C(=O)NC2COC2)C=C1)OC)N 4-(6-(4-acrylamidophenyl)-4-aminopyrazolo[5,1-f][1,2,4]triazin-5-yl)-2-methoxy-N-(oxetan-3-yl)benzamide